(S)-3-((3-(4-aminopyrido[3,2-d]pyrimidin-6-yl-2-d)phenyl)ethynyl)-3-hydroxy-1-methylpiperidin-2-one NC=1C2=C(N=C(N1)[2H])C=CC(=N2)C=2C=C(C=CC2)C#C[C@@]2(C(N(CCC2)C)=O)O